CC=1C=C(C=C(C1)C)C1=CC=C(O1)C(=O)NC=1C=NC=CC1 5-(3,5-dimethylphenyl)-N-(pyridin-3-yl)furan-2-carboxamide